3,6,9,12,15-pentaoxa-2-aza-octadec-1-en-18-amide C=NOCCOCCOCCOCCOCCC(=O)N